NC1=CC=CC(=N1)S(=O)(=O)NC(=O)C=1C(=NC(=C(C1)\C=C\C1CC1)C(C)(C)C)N1C(C[C@@H](C1)C)(C)C N-[(6-Amino-2-pyridyl)sulfonyl]-6-tert-butyl-5-[(E)-2-cyclopropylvinyl]-2-[(4S)-2,2,4-trimethylpyrrolidin-1-yl]pyridin-3-carboxamid